OC[C@@H](C(=O)N1CC=2CN(CC2C1)S(=O)(=O)C=1C=NC=CC1)C1=CC=CC=C1 (2S)-3-hydroxy-2-phenyl-1-[5-(pyridine-3-sulfonyl)-1H,2H,3H,4H,5H,6H-pyrrolo[3,4-c]pyrrol-2-yl]propan-1-one